C(C)[C@@H]1CC[C@H](CC1)O (trans)-4-ethyl-cyclohexanol